7-amino-4-(4-chlorophenyl)-2-cyclopropyl-6-(6-methoxypyridin-3-yl)thieno[3,2-b]pyridin-5(4H)-one NC=1C2=C(N(C(C1C=1C=NC(=CC1)OC)=O)C1=CC=C(C=C1)Cl)C=C(S2)C2CC2